[I-].CC1(C=[N+](C2=CC=CC=C12)CCC)C 3,3-dimethyl-1-propyl-indolium iodide